(S)-1-(2,4-difluorophenyl)-5,5-difluoro-3-(trifluoromethyl)-4,5,6,7-tetrahydro-1H-indole-4-ol FC1=C(C=CC(=C1)F)N1C=C(C=2[C@@H](C(CCC12)(F)F)O)C(F)(F)F